C(C)OC(=O)C=1NC2=CC(=CC(=C2C1C)Cl)Cl.C1(=CC=CC=C1)C(=NNC1=C(C=CC=C1)C)C1=CC=CC=C1 1-(Diphenylmethylene)-2-(o-tolyl)hydrazine Ethyl-4,6-dichloro-3-methyl-1H-indole-2-carboxylate